cyclohexane-2,5-diene-1,4-dione C1(C=CC(C=C1)=O)=O